1H-pyrrole-formamide N1C(=CC=C1)C(=O)N